N1=C(C=CC=C1)C1=NC(=NO1)C(=O)N (pyridin-2-yl)-1,2,4-oxadiazole-3-carboxamide